hexylaminocarbonyl-oxycholesterol C(CCCCC)NC(=O)OCC(C)CCC[C@@H](C)[C@H]1CC[C@H]2[C@@H]3CC=C4C[C@@H](O)CC[C@]4(C)[C@H]3CC[C@]12C